4-amino-1-methyl-N-(2-methylpropyl)-N-((5R)-2-(trifluoromethyl)-5,8-dihydro-6H-pyrano[3,4-b]pyridin-5-yl)-1H-pyrazolo[4,3-c]quinoline-8-carboxamide NC1=NC=2C=CC(=CC2C2=C1C=NN2C)C(=O)N([C@H]2COCC1=NC(=CC=C12)C(F)(F)F)CC(C)C